8-fluoro-N-(1-(2-fluorocyclopropyl)-2-oxo-1,2-dihydropyridin-3-yl)-7-isopropoxy-2-(1-methyl-2-oxabicyclo[2.1.1]hex-4-yl)imidazo[1,2-a]pyridine-6-carboxamide FC=1C=2N(C=C(C1OC(C)C)C(=O)NC=1C(N(C=CC1)C1C(C1)F)=O)C=C(N2)C21COC(C2)(C1)C